FC1=C(C=C(C=C1)NC(=O)NC1=CC(=CC=C1)F)C(=O)C=1C=C2N=C(C=NC2=CC1)N1CCNCC1 1-(4-fluoro-3-(3-(piperazin-1-yl)quinoxaline-6-carbonyl)phenyl)-3-(3-fluorophenyl)urea